Methyl 6-[(5-tert-butyl-2-methylphenyl)amino]pyridine-3-carboxylate C(C)(C)(C)C=1C=CC(=C(C1)NC1=CC=C(C=N1)C(=O)OC)C